N1=C(C=NC=C1)OC1=CC=C(C#N)C=C1 4-(pyrazin-2-yloxy)benzonitrile